C(CCC)C1=C(C(=NN1CC)CC(C)C)O 5-n-butyl-3-isobutyl-1-ethyl-4-hydroxy-pyrazole